C(C1=CC=CC=C1)N1N=C(C=C1CO)C1CC1 (2-benzyl-5-cyclopropyl-pyrazol-3-yl)methanol